9,9'-(4-(4-(2,2'',6,6''-tetraphenyl-[4,2':6',4''-terpyridin]-4'-yl)phenyl)pyridine-2,6-diyl)bis(3,6-diphenyl-9H-carbazole) C1(=CC=CC=C1)C1=NC(=CC(=C1)C1=NC(=CC(=C1)C1=CC=C(C=C1)C1=CC(=NC(=C1)N1C2=CC=C(C=C2C=2C=C(C=CC12)C1=CC=CC=C1)C1=CC=CC=C1)N1C2=CC=C(C=C2C=2C=C(C=CC12)C1=CC=CC=C1)C1=CC=CC=C1)C1=CC(=NC(=C1)C1=CC=CC=C1)C1=CC=CC=C1)C1=CC=CC=C1